CC(CCO)CCCCCO 3-methyl-1,8-octanediol